tert-Butyl ((5-((4-(tert-butyl)phenyl)thio)thiazol-2-yl)methyl)carbamate C(C)(C)(C)C1=CC=C(C=C1)SC1=CN=C(S1)CNC(OC(C)(C)C)=O